p-nitrophenyl arabinofuranoside O(C1[C@@H](O)[C@H](O)[C@H](O1)CO)C1=CC=C(C=C1)[N+](=O)[O-]